C(C)OC(=O)C1=NC=2N(C(=C1)Cl)N=CC2F 7-chloro-3-fluoropyrazolo[1,5-a]pyrimidine-5-carboxylic acid ethyl ester